NCCC1=CNC=N1 anti-Histamine